1-(3-bromo-5-chlorophenyl)-3-[5-fluoro-2-(2-hydroxyethyl)phenyl]urea BrC=1C=C(C=C(C1)Cl)NC(=O)NC1=C(C=CC(=C1)F)CCO